OC=C(C(=O)O)CC1=CC=CC=C1 monohydroxybenzylpropenoic acid